2-SEC-BUTYLPHENYL ISOCYANIDE C(C)(CC)C1=C(C=CC=C1)[N+]#[C-]